[Si](C)(C)(C(C)(C)C)OCC(O)C1(CCN(CC1)C(=O)OC(C)(C)C)CO tert-Butyl 4-(2-((tert-butyldimethylsilyl)oxy)-1-hydroxyethyl)-4-(hydroxymethyl)piperidine-1-carboxylate